ClC1=C(C(=O)N2COC3=C(C2)C=CC=C3C3=CC(=C(C(=O)O)C=C3F)N3C2COCC3CC2)C=C(C(=C1)N1CC(C1)OC)OC 4-[3-[2-Chloro-5-methoxy-4-(3-methoxyazetidin-1-yl)benzoyl]-2,4-dihydro-1,3-benzoxazin-8-yl]-5-fluoro-2-(3-oxa-8-azabicyclo[3.2.1]octan-8-yl)benzoic acid